(S)-N-(2-((2,5-dichloropyrimidin-4-yl)(methyl)amino)phenyl)-2,2-difluorocyclopropane-1-carboxamide ClC1=NC=C(C(=N1)N(C1=C(C=CC=C1)NC(=O)[C@H]1C(C1)(F)F)C)Cl